C1=CC=CC=2C3=CC=CC=C3C3(C12)C1=CC=C(C=C1OC=1C=CC(=CC13)OC(=O)C1=CC=C(N)C=C1)OC(=O)C1=CC=C(N)C=C1 4,4'-[spiro(xanthene-9,9'-fluorene)-2,6-diylbis(oxycarbonyl)]dianiline